Indane C1CCC2=CC=CC=C12